N-{(1R)-1-[3-(difluoromethyl)-2-fluorophenyl]ethyl}-2-methyl-6-(piperazin-1-yl)pyrido[3,4-d]pyrimidin-4-amine FC(C=1C(=C(C=CC1)[C@@H](C)NC=1C2=C(N=C(N1)C)C=NC(=C2)N2CCNCC2)F)F